N-[(1S)-2-[2-[[5-[(5-fluoro-2-oxo-indol-3-ylidene)methyl]-4-methyl-1H-pyrrole-3-carbonyl]amino]ethylamino]-1-methyl-2-oxo-ethyl]-N-methyl-carbamic acid tert-butyl ester C(C)(C)(C)OC(N(C)[C@H](C(=O)NCCNC(=O)C1=CNC(=C1C)C=C1C(NC2=CC=C(C=C12)F)=O)C)=O